COCCNC(=O)C1=CC2=C(N(C(=N2)NC=2SC3=C(N2)C=C(C(=C3)F)F)C)C=C1 2-(5,6-Difluoro-benzothiazol-2-ylamino)-1-methyl-1H-benzoimidazole-5-carboxylic acid (2-methoxy-ethyl)-amide